3,5-dibutyl-4-hydroxy-benzoic acid C(CCC)C=1C=C(C(=O)O)C=C(C1O)CCCC